(R)-3-(N-(2-(hexahydropyrrolo[1,2-a]pyrazin-2(1H)-yl)-5-(trifluoromethyl)phenyl)sulfamoyl)-4-methoxybenzoic acid C1[C@@H]2N(CCN1C1=C(C=C(C=C1)C(F)(F)F)NS(=O)(=O)C=1C=C(C(=O)O)C=CC1OC)CCC2